(1S,4S)-5-[(7S)-2-{3-[4-(3-Methylpyridin-2-yl)phenyl]-1H-pyrazolo[3,4-b]pyridin-5-yl}-6,7,8,9-tetrahydro-5H-benzo[7]annulen-7-yl]-2-oxa-5-azabicyclo[2.2.1]heptane CC=1C(=NC=CC1)C1=CC=C(C=C1)C1=NNC2=NC=C(C=C21)C=2C=CC1=C(CC[C@H](CC1)N1[C@@H]3CO[C@H](C1)C3)C2